C(C1=CC=CC=C1)N1C(C=C(C2=CC=CC=C12)[2H])=O 1-benzylquinolin-2(1H)-one-4-d